(R)-5-Chloro-3-methyl-2-(6-(((tetrahydrofuran-3-yl)amino)methyl)pyridazin-3-yl)phenol ClC=1C=C(C(=C(C1)O)C=1N=NC(=CC1)CN[C@H]1COCC1)C